8-fluoro-2-(4-azaspiro[2.5]Octane-7-yl)phthalazin-1(2H)-one FC=1C=CC=C2C=NN(C(C12)=O)C1CCNC2(CC2)C1